N-(4-chloro-2-methylphenyl)-5-(o-tolyl)-1H-pyrazol-3-amine ClC1=CC(=C(C=C1)NC1=NNC(=C1)C1=C(C=CC=C1)C)C